CN(C/C=C/C(=O)N1CCOC2=C3C(=NC=NC3=CC=C21)NC2=CC=C(C=C2)OC2=C(C=CC(=C2)F)F)C (E)-4-(dimethylamino)-1-(10-((4-(2,5-difluorophenoxy)phenyl)amino)-2,3-dihydro-4H-[1,4]oxazino[2,3-f]quinazolin-4-yl)but-2-en-1-one